3-cyclohexyl-7-[5-(difluoromethyl)-1,3,4-oxadiazol-2-yl]-3,4-dihydrophthalazin-1(2H)-one C1(CCCCC1)N1NC(C2=CC(=CC=C2C1)C=1OC(=NN1)C(F)F)=O